4-(Dimethylamino)-N-hydroxy-N-(4-((4-(piperidin-1-yl)phenyl)amino)benzyl)butanamide CN(CCCC(=O)N(CC1=CC=C(C=C1)NC1=CC=C(C=C1)N1CCCCC1)O)C